C(N)(=O)[C@@H]1CC[C@H](CC1)NC[C@@]1(OC2=C(C1)C(=C(C=C2)Cl)C2=C(C(=O)N)C=CC=C2F)C2=CC=CC=C2 2-((2S,4S)-2-((((Trans)-4-carbamoylcyclohexyl)amino)methyl)-5-chloro-2-phenyl-2,3-dihydrobenzofuran-4-yl)-3-fluorobenzamide